FC(C1=CSC2=C1NC(NC2=O)=O)(F)F 7-Trifluoromethylthieno[3,2-d]pyrimidine-2,4(1H,3H)-dione